5-((6,6-dimethyl-1,4-dioxan-2-yl)methoxy)-1,3,4-thiadiazol-2-amine CC1(COCC(O1)COC1=NN=C(S1)N)C